FC=1C=C2C(=C(C=NC2=C(C1)F)C(=O)N1CCN(CC1)C(=O)N1CCCC1)N1CCC2(OCCO2)CC1 (6,8-difluoro-4-(1,4-dioxa-8-azaspiro[4.5]decan-8-yl)quinolin-3-yl)(4-(pyrrolidine-1-carbonyl)piperazin-1-yl)methanone